5-bromo-3-(methoxycarbonyl)pyrazolo[1,5-a]Pyridine-2-carboxylic acid BrC1=CC=2N(C=C1)N=C(C2C(=O)OC)C(=O)O